ClC=1C=C2C(=CC1Cl)NC([C@]21CN(CC1)C(C[C@H]1NCCC1)=O)=O (S)-5,6-dichloro-1'-(2-((S)-pyrrolidin-2-yl)acetyl)spiro[indoline-3,3'-pyrrolidin]-2-one